2-(difluoromethoxy)-4-methyl-nicotinaldehyde FC(OC1=C(C=O)C(=CC=N1)C)F